CN1N=C(C=C1C)NC1=NC=C(C(=N1)C1=CNC2=C(C=CC=C12)N1C(C2=CC=CC(=C2C1)NC(=O)C1CCCC1)=O)C N-(2-(3-(2-((1,5-dimethyl-1H-pyrazol-3-yl)amino)-5-methylpyrimidin-4-yl)-1H-indol-7-yl)-1-oxoisoindolin-4-yl)cyclopentanecarboxamide